(E)-3-(2,2-difluorobenzo[d][1,3]dioxol-5-yl)-1-(4-(2-(3-hydroxyazetidin-1-yl)pyrimidine-4-carbonyl)piperazin-1-yl)prop-2-en-1-one FC1(OC2=C(O1)C=CC(=C2)/C=C/C(=O)N2CCN(CC2)C(=O)C2=NC(=NC=C2)N2CC(C2)O)F